Methyl 1-((1-ethyl-1H-imidazol-5-yl)methyl)-2-formyl-1H-benzo[d]imidazole-6-carboxylate C(C)N1C=NC=C1CN1C(=NC2=C1C=C(C=C2)C(=O)OC)C=O